(2R,3R)-5,7-dihydroxy-2-(3,4,5-trihydroxyphenyl)chroman-3-yl isonicotinate C(C1=CC=NC=C1)(=O)O[C@H]1[C@H](OC2=CC(=CC(=C2C1)O)O)C1=CC(=C(C(=C1)O)O)O